(S)-N-hydroxy-1,3,4,6,11,11a-hexahydro-2H-pyrido[1,2-b]isoquinoline-8-carboxamide ONC(=O)C=1C=CC=2C[C@H]3N(CC2C1)CCCC3